C(=O)(OC(C)(C)C)NCCCC(C(=CC)C)(C(=CC)C)O N-Boc-4-(3'-aminopropyl)-3,5-dimethyl-hept-2,5-dien-4-ol